1-(6,7-dihydro-5H-benzo[6,7]cyclohepta[1,2-c]pyridazin-3-yl)-N3-(6-(3-(4-(pyrrolidin-1-yl)piperidin-1-yl)-(E)-propenyl)pyridin-3-yl)-1H-1,2,4-triazole-3,5-diamine N1=NC(=CC2=C1C1=C(CCC2)C=CC=C1)N1N=C(N=C1N)NC=1C=NC(=CC1)\C=C\CN1CCC(CC1)N1CCCC1